2-((tert-butyloxycarbonyl)amino)-3-(4-fluorophenyl)propanoic acid C(C)(C)(C)OC(=O)NC(C(=O)O)CC1=CC=C(C=C1)F